NC1=NC(=C(C(=C1C#N)C1=CC=C(OCCNC(OC(C)(C)C)=O)C=C1)C#N)S tert-Butyl (2-(4-(2-amino-3,5-dicyano-6-mercaptopyridin-4-yl)phenoxy)ethyl)-carbamate